1-(4-((4-(ethoxymethyl)-4-phenethylpiperidin-1-yl)methyl)phenyl)-3-methylurea HCl salt Cl.C(C)OCC1(CCN(CC1)CC1=CC=C(C=C1)NC(=O)NC)CCC1=CC=CC=C1